C1=CC=C(C=2SC3=C(C21)C=CC=C3)C=C3C(C2=CC=C(C=C2C3)O)=O 2-(dibenzo[b,d]thiophen-4-ylmethylene)-5-hydroxy-2,3-dihydro-1H-inden-1-one